(2-oxo-1,3-dioxolan-4-yl) methylmethacrylate CC=C(C(=O)OC1OC(OC1)=O)C